acetoxybenzyl acetate C(C)(=O)OC(C1=CC=CC=C1)OC(C)=O